(fluorophenyl)(methylbenzofuropyridineyl)pyridine FC1=C(C=CC=C1)C=1C(=NC=CC1)C1=NC2=C(C=C1C)OC1=C2C=CC=C1